2-(2-bromophenyl)-3H-imidazo[4,5-c]pyridine BrC1=C(C=CC=C1)C1=NC2=C(C=NC=C2)N1